CN1C(=NC=2C(N(C=3N=C(C=CC3C21)C(F)(F)F)C2=CC=CC=C2)=O)C2=CC1=CN(N=C1C=C2)CCN2CCOCC2 1-methyl-2-(2-(2-morpholinoethyl)-2H-indazol-5-yl)-5-phenyl-7-(trifluoromethyl)-1,5-dihydro-4H-imidazo[4,5-c][1,8]naphthyridin-4-one